FC=1C=C(C=C(C1)F)[C@@H]1N(OCC1)C(=O)C1=CC=C(C2=C1CCO2)NC2=CC(=C1C(=N2)NC=C1C(F)(F)F)NCC (R)-(3-(3,5-difluorophenyl)isoxazolidin-2-yl)(7-((4-(ethylamino)-3-(trifluoromethyl)-1H-pyrrolo[2,3-b]pyridin-6-yl)amino)-2,3-dihydrobenzofuran-4-yl)methanone